C(N)(=N)N1CCC(=CC1)C=1C=C(SC1)C(=O)NC1=CC(=C(C=C1)C=1CCN(CC1)C(N)=N)F 4-(1-carbamimidoyl-1,2,3,6-tetrahydropyridin-4-yl)-N-[4-(1-carbamimidoyl-1,2,3,6-tetrahydropyridin-4-yl)-3-fluorophenyl]thiophene-2-carboxamide